tert-butyl (4-(2-(2-aminopyridin-3-yl)-3H-imidazo[4,5-b]pyridin-3-yl)benzyl)carbamate NC1=NC=CC=C1C1=NC=2C(=NC=CC2)N1C1=CC=C(CNC(OC(C)(C)C)=O)C=C1